N-(4-(5-bromo-2,2-dimethyl-2H-chromen-8-yl)thiazol-2-yl)-4-fluorobenzamide BrC1=C2C=CC(OC2=C(C=C1)C=1N=C(SC1)NC(C1=CC=C(C=C1)F)=O)(C)C